1-[(R)-3-[4-amino-3-[2-fluoro-4-(2,3,5,6-tetrafluorophenoxy)phenyl]-1H-pyrazolo[3,4-d]pyrimidin-1-yl]-1-pyrrolidinyl]-2-propen-1-one NC1=C2C(=NC=N1)N(N=C2C2=C(C=C(C=C2)OC2=C(C(=CC(=C2F)F)F)F)F)[C@H]2CN(CC2)C(C=C)=O